6-sulfhydryl-pyridine-3-carboxylic acid SC1=CC=C(C=N1)C(=O)O